(Z)-3-amino-3-cyclopropyl-1-(4-fluorophenyl)prop-2-en-1-one N\C(=C/C(=O)C1=CC=C(C=C1)F)\C1CC1